(2S,4R)-1-[(2S)-2-(4-cyclopropyltriazol-1-yl)-3,3-dimethyl-butanoyl]-N-(6-fluoro-1,1-dioxo-3,4-dihydro-2H-thiochromen-4-yl)-4-hydroxy-pyrrolidine-2-carboxamide C1(CC1)C=1N=NN(C1)[C@H](C(=O)N1[C@@H](C[C@H](C1)O)C(=O)NC1CCS(C2=CC=C(C=C12)F)(=O)=O)C(C)(C)C